4-[(2R)-3-(3,4-dihydro-1H-isoquinolin-2-yl)-2-hydroxy-propyl]-2,2-dimethyl-8-(3-oxa-8-azabicyclo[3.2.1]oct-8-carbonyl)-3H-1,4-benzoxazepin-5-one C1N(CCC2=CC=CC=C12)C[C@H](CN1CC(OC2=C(C1=O)C=CC(=C2)C(=O)N2C1COCC2CC1)(C)C)O